C(C)(C)(C)OC(=O)N1C[C@H]([C@H](CC1)O)C(F)(F)F cis-4-hydroxy-3-(trifluoromethyl)piperidine-1-carboxylic acid tert-butyl ester